C12OCC(N(C1)C1=C(CNCCC3(CCOC4(CCCC4)C3)C3=NC=CC=C3)C=CC=C1)CC2 N-(2-(2-oxa-5-azabicyclo[2.2.2]oct-5-yl)benzyl)-2-(9-(pyridin-2-yl)-6-oxaspiro[4.5]dec-9-yl)ethylamine